FC(C(O)C1=C(C=2N(C=C1)N=CC2)OC)(F)F 2,2,2-Trifluoro-1-(4-methoxypyrazolo[1,5-a]pyridin-5-yl)ethan-1-ol